5,5'-(((2-(prop-2-yn-1-yloxy)propane-1,3-diyl)bis(oxy))bis(methylene))bis(2,2-dimethyl-1,3-dioxane) C(C#C)OC(COCC1COC(OC1)(C)C)COCC1COC(OC1)(C)C